The molecule is a biflavonoid that is 2,3-dihydroamentoflavone in which the hydroxy groups at positions 4' and 4'' have been replac ed by methoxy groups. It has been isolated from the leaves of Podocarpus macrophyllus var macrophyllus. It has a role as a plant metabolite. It is a biflavonoid, a hydroxyflavone, a hydroxyflavanone, a methoxyflavanone and a methoxyflavone. It derives from an amentoflavone. COC1=CC=C(C=C1)C2=CC(=O)C3=C(O2)C(=C(C=C3O)O)C4=C(C=CC(=C4)[C@@H]5CC(=O)C6=C(C=C(C=C6O5)O)O)OC